BrC1=CN=CC2=C1N=C(N=C2NC2=CC=C(C=C2)OC2=CC(=CC=C2)F)NC2CCN(CC2)C 8-bromo-4-((4-(3-fluorophenoxy)phenyl)amino)-2-((1-methylpiperidin-4-yl)amino)pyrido[4,3-d]-Pyrimidine